FC1=CC(=C(C=C1F)C(C)=O)O 1-(4,5-difluoro-2-hydroxyphenyl)ethanone